2-{[4-(5-methoxypyridin-3-yl)-1,3-dioxo-2,3-dihydro-1H-isoindol-2-yl]methyl}prop-2-enenitrile COC=1C=C(C=NC1)C1=C2C(N(C(C2=CC=C1)=O)CC(C#N)=C)=O